(R)-3,3-difluoro-1-(4-((8-((2R,3S)-3-hydroxy-2-methylazetidin-1-yl)-5-isopropyl-2,7-naphthyridin-3-yl)amino)pyrimidin-2-yl)-4-methylpiperidin-4-ol FC1(CN(CC[C@]1(O)C)C1=NC=CC(=N1)NC=1N=CC2=C(N=CC(=C2C1)C(C)C)N1[C@@H]([C@H](C1)O)C)F